N-[8-(3,5-dichlorophenyl)-4-(dimethylamino)-3-quinolyl]-2,3-dihydro-1,4-benzoxazine ClC=1C=C(C=C(C1)Cl)C=1C=CC=C2C(=C(C=NC12)N1CCOC2=C1C=CC=C2)N(C)C